C(N)([S-])=S Dithio-carbamat